(+)-8-((1S,2S)-2-hydroxy-2-(methyl-d3)cyclopentyl)-6-(methyl-d3)-2-((1-(methylsulfonyl)piperidin-4-yl-3,3,4,5,5-d5)-amino)pyrido[2,3-d]pyrimidin-7(8H)-one O[C@@]1([C@H](CCC1)N1C(C(=CC2=C1N=C(N=C2)NC2(C(CN(CC2([2H])[2H])S(=O)(=O)C)([2H])[2H])[2H])C([2H])([2H])[2H])=O)C([2H])([2H])[2H]